N1=S=NS1 The molecule is an inorganic heterocyclic compound with formula N2S(2) and consisting of alternating sulfur and nitrogen atoms making up a 4-membered ring structure that is that is virtually square and planar. It is shock-sensitive and decomposes explosively above 30℃. It is an inorganic heterocyclic compound, a sulfur molecular entity and a nitride.